(4-(dimethylamino)phenyl)boric acid CN(C1=CC=C(C=C1)OB(O)O)C